CN1C(=NC2=C(C=C(C=C2C1=O)C)C(C)NC1=C(C(=O)NOC)C=C(C=C1)F)C1CCOCC1 2-[1-(3,6-dimethyl-4-oxo-2-tetrahydropyran-4-yl-quinazolin-8-yl)ethylamino]-5-fluoro-N-methoxy-benzamide